C1=C2N(C=N1)C[C@H](C2)NC=2C=1N(C=CC2)C(=C(N1)C#CCNC1=C(C=C(C(=O)NC)C=C1)OC)SC(F)(F)F (S)-4-((3-(8-((6,7-dihydro-5H-pyrrolo[1,2-c]imidazol-6-yl)amino)-3-((trifluoromethyl)thio)imidazo[1,2-a]pyridin-2-yl)prop-2-yn-1-yl)amino)-3-methoxy-N-methylbenzamide